ClC=1C=C(OCC(=O)N(NC)C)C=C(C1CC1=CC(=C(C=C1)O)C(C)C)Cl 2-(3,5-dichloro-4-(4-hydroxy-3-isopropylbenzyl)phenoxy)-N,N'-dimethylacethydrazide